N1N=C(C=C1)C=1C=CC=2N(C1)C(=CN2)C2=NC(=NC=C2)NC2=CC=C(C=N2)N2CCN(CC2)C(C)=O 1-(4-(6-((4-(6-(1H-pyrazol-3-yl)imidazo[1,2-a]pyridin-3-yl)pyrimidin-2-yl)amino)pyridin-3-yl)piperazin-1-yl)ethan-1-one